N1(CCCCC1)C(=O)C1=C(C2=CC=CC=C2C=C1)C=1C(=CC=C2C=CC=CC12)C(=O)O (S)-2'-(piperidine-1-carbonyl)-[1,1'-binaphthyl]-2-carboxylic acid